4-(1-(4-chloro-3-fluorophenyl)-3-isobutyl-1H-pyrazolo[4,3-b]pyridine-5-carbonyl)-3,3-dimethylpiperazin-2-one ClC1=C(C=C(C=C1)N1N=C(C2=NC(=CC=C21)C(=O)N2C(C(NCC2)=O)(C)C)CC(C)C)F